FC1=CC=C(C=C1)C1CC1 1-(4-fluorophenyl)cyclopropane